3,3-dichloro-3-fluoropropene ClC(C=C)(F)Cl